ClC1=C(C=C(C(=C1)OC)Cl)O 2,5-dichloro-4-methoxyphenol